[I-].C[N+]1=CC=C(C2=CC=CC=C12)C 1,4-dimethylquinolin-1-ium iodide salt